N1(CCCC1)CCCNC(=O)OC(C(=O)OCCCCCCCC(=O)OCCCCCCCC)C(C(=O)OCCCCCCCC(=O)OCCCCCCCC)OC(NCCCN1CCCC1)=O bis(8-(octyloxy)-8-oxooctyl) 2,3-bis(((3-(pyrrolidin-1-yl)propyl)carbamoyl)oxy)-succinate